2,4-dichlorothiazole-5-sulfonamide ClC=1SC(=C(N1)Cl)S(=O)(=O)N